BrC1=CC=C(C2=CC=CC=C12)[C@@H](C)NC(=O)C=1C=C(C=CC1C)NC(OC(C)(C)C)=O tert-butyl (R)-(3-((1-(4-bromonaphthalen-1-yl)ethyl)carbamoyl)-4-methylphenyl)carbamate